(R)-4-amino-N-methyl-N-(6-(trifluoromethyl)-2,3-dihydrobenzofuran-3-yl)imidazo[1,5-a]-quinoxaline-8-carboxamide NC=1C=2N(C3=CC(=CC=C3N1)C(=O)N([C@H]1COC3=C1C=CC(=C3)C(F)(F)F)C)C=NC2